BrC=1[N+](=CN(C1)CC(CNC(=O)OC(C)(C)C)CNC(=O)OC(C)(C)C)C 4-bromo-1-(3-((tert-butoxycarbonyl)amino)-2-(((tert-butoxycarbonyl)-amino)methyl)propyl)-3-methyl-1H-imidazol-3-ium